ClC=1N=C2C(=C(C(NC2=CC1)=O)C#N)O 6-chloro-4-hydroxy-2-oxo-1H-1,5-naphthyridine-3-carbonitrile